N1=C(C=CC=C1)N1CCN(CC1)S(=O)(=O)C=1N=NC(=CC1C)C1=CC=CC=C1 3-((4-(pyridin-2-yl)piperazin-1-yl)sulfonyl)-4-methyl-6-phenylpyridazine